OC=1C=CC2=C(CN(S(O2)(=O)=O)CC=2C=C(C=CC2C)C(CC(=O)OCC)C2=C(C3=C(N(N=N3)CCCOC3OCCCC3)C=C2)C)C1 Ethyl 3-{3-[(6-hydroxy-2,2-dioxo-2H-1,2λ6,3-benzoxathiazin-3(4H)-yl)methyl]-4-methylphenyl}-3-(4-methyl-1-{3-[(oxan-2-yl)oxy]propyl}-1H-benzotriazol-5-yl)propanoate